Trans-3-(5-(trifluoromethyl)-1H-pyrazol-1-yl)cyclobutan-1-amine hydrochloride Cl.FC(C1=CC=NN1[C@@H]1C[C@H](C1)N)(F)F